ClC1=NC=2CCN(C(C2C=C1)=O)CC 2-chloro-6-ethyl-7,8-dihydro-1,6-naphthyridin-5(6H)-one